2-hexyl-1,3-dioxane-5,5-dimethanol C(CCCCC)C1OCC(CO1)(CO)CO